(S)-(3-((1-amino-3-(5-borono-2-nitrobenzamido)-1-oxopropan-2-yl)carbamoyl)-4-nitrophenyl)boronic acid NC([C@H](CNC(C1=C(C=CC(=C1)B(O)O)[N+](=O)[O-])=O)NC(=O)C=1C=C(C=CC1[N+](=O)[O-])B(O)O)=O